ClC1(C(=O)OC1)C1=CC=C(C=C1)CC(C)C 2-chloro-(4-isobutylphenyl)propiolactone